2-methylimidazole-n-octanol C(CCCCCCC)O.CC=1NC=CN1